1-[6-(3-Methyltriazol-4-yl)pyrazin-2-yl]-6-oxo-pyridine-3-carboxylic acid CN1N=NC=C1C1=CN=CC(=N1)N1C=C(C=CC1=O)C(=O)O